BrC=1C=2ON=C3CCCC=4C=C(N=CC4C4=C(C=C(C(NS(C(C1OC)=CC23)(=O)=O)=C4)OC)F)F 22-bromo-7,12-difluoro-5,23-dimethoxy-20-oxa-2λ6-thia-3,11,19-triazapentacyclo[16.5.2.14,8.09,14.021,25]hexacosa-1(24),4(26),5,7,9(14),10,12,18,21(25),22-decaene 2,2-dioxide